2-chloro-N-methyl-benzamide ClC1=C(C(=O)NC)C=CC=C1